C1(=CC=CC2=CC=CC=C12)S(=O)(=O)OCOS(=O)(=O)C1=CC=CC2=CC=CC=C12.[Na] sodium methylene bis(naphthalenesulfonate)